6-(4-fluoro-3-methyl-phenyl)-3-methyl-1-(pyrimidin-5-ylmethyl)imidazo[4,5-b]Pyridine FC1=C(C=C(C=C1)C=1C=C2C(=NC1)N(CN2CC=2C=NC=NC2)C)C